methyl (S,E)-(1-((1-((7-(benzyloxy)-1H-benzo[d]imidazol-2-yl)methyl)-2-oxo-1,2-dihydropyridin-3-yl)amino)-7-(dimethylamino)-1,7-dioxohept-5-en-2-yl)carbamate C(C1=CC=CC=C1)OC1=CC=CC2=C1NC(=N2)CN2C(C(=CC=C2)NC([C@H](CC\C=C\C(=O)N(C)C)NC(OC)=O)=O)=O